S1C(=NC2=C1C=CC=C2)NC2=C(C1=C(N=N2)N(CCC1)C=1SC(=CN1)CCCOC1=C(C=C(C=C1)CCCN1CCCCC1)F)C 2-[3-(1,3-benzothiazol-2-ylamino)-4-methyl-6,7-dihydro-5H-pyrido[2,3-c]pyridazin-8-yl]-5-[3-[2-fluoro-4-[3-(1-piperidyl)propyl]phenoxy]propyl]thiazole